C(C1CO1)N1C(=O)N(C(=O)C1C)CC1CO1 1,3-diglycidyl-5-methylhydantoin